FC1CC(N(C1)C(CCC1=CC(=NC=C1)C)=O)C(=O)NC(C1=CC=C(C=C1)C(C)C)C1=CC=CC=C1 4-fluoro-1-[3-(2-methylpyridin-4-yl)propionyl]-N-{phenyl-[4-(propan-2-yl)phenyl]methyl}pyrrolidine-2-carboxamide